C(C)C1=C(C=NC=C1)C1CN(C1)C(=O)[C@@H]1CC[C@H]2N1C([C@H](CCC2)NC(=O)C2=CC1=C(SC(=C1)CP(O)(O)=O)C=C2)=O ((5-(((3S,6S,9aS)-3-(3-(4-ethylpyridin-3-yl)azetidine-1-carbonyl)-5-oxooctahydro-1H-pyrrolo[1,2-a]azepin-6-yl)carbamoyl)benzo[b]thiophen-2-yl)methyl)phosphonic acid